(S)-1-(1-methyl-1H-pyrazol-3-yl)-N-(2,3,6-trifluoro-4-(3-(2-(piperidin-3-ylamino)pyrimidin-4-yl)pyridin-2-yloxy)phenyl)methanesulfonamide CN1N=C(C=C1)CS(=O)(=O)NC1=C(C(=C(C=C1F)OC1=NC=CC=C1C1=NC(=NC=C1)N[C@@H]1CNCCC1)F)F